CN(C)CC1=CC=C(C=C1)NC1=NC=C(C(=N1)OC=1C=C(C=CC1)NC(C=C)=O)C1=CC=C(C=C1)C(F)(F)F N-(3-((2-((4-((dimethylamino)methyl)phenyl)amino)-5-(4-(trifluoromethyl)phenyl)pyrimidin-4-yl)oxy)phenyl)acrylamide